FC(C(=O)NNC(=O)C1=CC(=C(CN(S(=O)(=O)C)CC2=CC=C(C=C2)C2=NOC(=N2)C(F)(F)F)C=C1)F)F N-(4-(2-(2,2-difluoroacetyl)hydrazine-1-carbonyl)-2-fluorobenzyl)-N-(4-(5-(trifluoromethyl)-1,2,4-oxadiazol-3-yl)benzyl)methanesulfonamide